4,4,5,5-tetramethyl-2-(1-(trifluoromethyl)bicyclo[1.1.1]pentan-2-yl)-1,3,2-dioxaborolane CC1(OB(OC1(C)C)C1C2(CC1C2)C(F)(F)F)C